Chloro-5-methoxy-1-methyl-N-(3-(4-((methylsulfonyl)carbamoyl)-phenyl)oxetan-3-yl)-1H-indole-2-carboxamide ClC1=C(N(C2=CC=C(C=C12)OC)C)C(=O)NC1(COC1)C1=CC=C(C=C1)C(NS(=O)(=O)C)=O